CS(=O)(=O)OC(C1=CC(=C(C=C1)Br)COCC)([2H])[2H] 4-bromo-3-(ethoxymethyl)benzyl-d2 methanesulfonate